Cl.Cl.[C@H]1(C2(CC3=CC=CC=C13)CNC2)N (1's)-1',3'-dihydrospiro[azetidine-3,2'-indene]-1'-amine dihydrochloride